C=1(C(=CC=CC1)CCl)CCl ortho-xylylene dichloride